2-(3,4-Difluoro-phenyl)-N-(4-oxo-2-piperidin-1-yl-4H-quinazolin-3-yl)-acetamide FC=1C=C(C=CC1F)CC(=O)NN1C(=NC2=CC=CC=C2C1=O)N1CCCCC1